ClC=1N=C(C2=C(N1)N=C(S2)N2C[C@H](CC2)OC)C2=C(C=C(C=C2)F)F 5-chloro-7-(2,4-difluorophenyl)-2-[(3S)-3-methoxypyrrolidin-1-yl]thiazolo[4,5-d]pyrimidine